2-(((6-(acryloyloxy)-6-oxohexyl)oxy)carbonyl)benzoic acid C(C=C)(=O)OC(CCCCCOC(=O)C1=C(C(=O)O)C=CC=C1)=O